N-((1S,2R)-2-(2,3-dihydro-1H-inden-4-yl)-1-(5-oxo-4,5-dihydro-1,3,4-oxadiazol-2-yl)propyl)-5,6,7,8-tetrahydronaphthalene-1-sulfonamide C1CCC2=C(C=CC=C12)[C@H]([C@@H](C=1OC(NN1)=O)NS(=O)(=O)C1=CC=CC=2CCCCC12)C